4-{6-[2-fluoro-1-(fluoromethyl)ethoxy]-3-(4-morpholin-4-ylbenzyl)-2,4-dioxo-3,4-dihydroquinazolin-1(2H)-yl}piperidine-1-carbaldehyde FCC(OC=1C=C2C(N(C(N(C2=CC1)C1CCN(CC1)C=O)=O)CC1=CC=C(C=C1)N1CCOCC1)=O)CF